ClC=1C=C(C=C(C1)NS(=O)(=O)C)NC(=O)C=1SC(=C(C1)C1=NC=C(C=C1OC(F)F)N1CC(C1)(F)F)C N-(3-chloro-5-(methylsulfonamido)phenyl)-4-(5-(3,3-difluoroazetidin-1-yl)-3-(difluoromethoxy)pyridin-2-yl)-5-methylthiophene-2-carboxamide